NC1=C(C(=C(C=C1)Cl)O)O 3-amino-6-chloro-1,2-benzenediol